1-(3-acetylphenyl)-3-(3-(2-methoxyethyl)-4-oxo-2-(pyridin-4-yl)-3,4-dihydroquinazolin-6-yl)urea C(C)(=O)C=1C=C(C=CC1)NC(=O)NC=1C=C2C(N(C(=NC2=CC1)C1=CC=NC=C1)CCOC)=O